FC1=C(C=C(C(=C1)C=O)F)NC(=O)C=1C(=NN(C1)C1=CC=C(C=C1)F)C N-(2,5-difluoro-4-formylphenyl)-1-(4-fluorophenyl)-3-methyl-1H-pyrazole-4-carboxamide